2-[8-(2-chloroacetamido)naphthalen-2-yl]-N-(1-methylpiperidin-4-yl)pyrimidine-4-carboxamide ClCC(=O)NC=1C=CC=C2C=CC(=CC12)C1=NC=CC(=N1)C(=O)NC1CCN(CC1)C